bis(9-phenyl-3-carbazolyl)-biphenyl C1(=CC=CC=C1)N1C2=CC=CC=C2C=2C=C(C=CC12)C1=CC=C(C=C1)C1=CC=C(C=C1)C=1C=CC=2N(C3=CC=CC=C3C2C1)C1=CC=CC=C1